4-(triphenylmethyl-aminomethylene)-5-methyl-1,3-dioxole-2-one C1(=CC=CC=C1)C(C1=CC=CC=C1)(C1=CC=CC=C1)C(=C1OC(OC1C)=O)N